O(C1=CC=CC=C1)C1=C(C=C(C=2C[C@@H]3[C@@]4(CCCC[C@@]4(C12)CCN3)O)C3=CC=CC=C3C[C@@]3(C(O)(O[C@@H]([C@H]([C@@H]3O)O)CO)CC)NC(C)=O)OC 4-phenoxy-14β-hydroxy-3-methoxymorphinanbenzyl-N-acetyl-ethyl-glucosamine